OCC(COC)NC([O-])=O [1-(hydroxymethyl)-2-methoxy-ethyl]carbamate